3,3-difluoro-1-(6-(2-methyl-2H-pyrazolo[3,4-b]pyridin-5-yl)benzo[b]thiophen-2-yl)cyclobutyl acetate C(C)(=O)OC1(CC(C1)(F)F)C1=CC2=C(S1)C=C(C=C2)C2=CC=1C(N=C2)=NN(C1)C